4-Bromo-5-chloro-7-fluoro-1-tetrahydropyran-2-yl-indazole BrC1=C2C=NN(C2=C(C=C1Cl)F)C1OCCCC1